C(C)OC(/C(=C(/C1=CC=CC=C1)\Cl)/Br)=O (E)-2-bromo-3-chloro-3-phenylacrylic acid ethyl ester